1-(1H-indazol-3-yl)-3-(6-(4-isopropyl-4H-1,2,4-triazol-3-yl)pyridin-2-yl)urea N1N=C(C2=CC=CC=C12)NC(=O)NC1=NC(=CC=C1)C1=NN=CN1C(C)C